N-{(1R)-1-[2-chloro-3-(trifluoromethyl)phenyl]ethyl}-6-(dimethylphosphoryl)-2-methylpyrido[3,4-d]pyrimidin-4-amine ClC1=C(C=CC=C1C(F)(F)F)[C@@H](C)NC=1C2=C(N=C(N1)C)C=NC(=C2)P(=O)(C)C